tert-butyl (R)-3-(((R)-1-(4-methoxyphenyl)ethyl)amino)-3-(pyridin-2-yl)propanoate COC1=CC=C(C=C1)[C@@H](C)N[C@H](CC(=O)OC(C)(C)C)C1=NC=CC=C1